C1(CC1)[C@H](C1=NN(C2=CC=C(C=C12)C(=O)NC1(CS(C1)(=O)=O)C)C1=CC(=CC=C1)OC(F)F)O (R)-3-(cyclopropyl(hydroxy)methyl)-1-(3-(difluoromethoxy)phenyl)-N-(3-methyl-1,1-dioxidothietan-3-yl)-1H-indazole-5-carboxamide